1-(1-(2-(2,6-dioxopiperidin-3-yl)-1,3-dioxoisoindolin-4-yl)piperidine-4-carbonyl)pyrrolidine-3-carboxylic acid O=C1NC(CCC1N1C(C2=CC=CC(=C2C1=O)N1CCC(CC1)C(=O)N1CC(CC1)C(=O)O)=O)=O